C(C)OC(=O)C=1C=C(C(=O)NCCC(=O)NC=2SC(=C(N2)C)C(=O)OCC)C=CC1 Ethyl 2-(3-(3-(ethoxycarbonyl) benzoylamino) propionylamino)-4-methylthiazole-5-carboxylate